P(=O)([O-])([O-])[O-].C(C)(C)[Zn+].[Zn+2] zinc secondary propyl-zinc phosphate